N-(3-(4-amino-3-(4-phenoxyphenyl)-1H-pyrazolo[3,4-d]pyrimidin-1-yl)propyl)-2,3,4,5-tetrafluoro-6-sulfamoylbenzamide NC1=C2C(=NC=N1)N(N=C2C2=CC=C(C=C2)OC2=CC=CC=C2)CCCNC(C2=C(C(=C(C(=C2S(N)(=O)=O)F)F)F)F)=O